1-(1,4-dioxaspiro[4.5]dec-8-yl)-1H-pyrazole O1CCOC12CCC(CC2)N2N=CC=C2